CC1(O[C@H]2[C@@H](O1)O[C@]([C@H]2OCC2=CC1=CC=CC=C1C=C2)(\C=C\C)COCC2=CC1=CC=CC=C1C=C2)C (3aR,5R,6S,6aR)-2,2-dimethyl-6-(naphthalen-2-ylmethoxy)-5-((naphthalen-2-ylmethoxy)methyl)-5-((E)-prop-1-en-1-yl)tetrahydrofuro[2,3-d][1,3]dioxole